7-(4-nitrophenyl)-2,7-diazaspiro[3.5]nonane-2-carboxylic acid tert-butyl ester C(C)(C)(C)OC(=O)N1CC2(C1)CCN(CC2)C2=CC=C(C=C2)[N+](=O)[O-]